(5-methylphenyl)methane CC=1C=CC=C(C1)C